(S)-4-(5-(6-ethoxy-2-methyl-2H-indazole-5-carboxamido)pyridazin-2-yl)-2-ethylpiperazine-1-carboxylic acid tert-butyl ester C(C)(C)(C)OC(=O)N1[C@H](CN(CC1)N1NC=C(C=C1)NC(=O)C1=CC2=CN(N=C2C=C1OCC)C)CC